(S)-HEXAHYDRO-1H-AZEPINE-2-CARBOXYLIC ACID N1[C@@H](CCCCC1)C(=O)O